C1=CC=CC=2C3=CC=CC=C3N(C12)C=1C=C(C=CC1)B(O)O 3-(9H-CARBAZOL-9-YL)PHENYLBORONIC ACID